C(#N)C=1C=CC(=NC1)N1CCN(CC1)C(=O)[O-] 4-(5-cyanopyridin-2-yl)piperazine-1-carboxylate